tert-Butyl 5-aminohexahydrocyclopenta[c]pyrrole-2(1H)-carboxylate NC1CC2C(CN(C2)C(=O)OC(C)(C)C)C1